ClC=1N=C(C2=C(N1)C(=CS2)C=2C(=NN(C2C)C)C(F)(F)F)N2[C@@H](COCC2)C (R)-4-(2-chloro-7-(1,5-dimethyl-3-(trifluoromethyl)-1H-pyrazol-4-yl)thieno[3,2-d]Pyrimidin-4-yl)-3-methylmorpholine